dibutyl tetrahydrofuran-2,5-dicarboxylate O1C(CCC1C(=O)OCCCC)C(=O)OCCCC